methyl-N-((benzyloxy)carbonyl)-O-(methylsulfonyl)-L-serine CN([C@@H](COS(=O)(=O)C)C(=O)O)C(=O)OCC1=CC=CC=C1